C(CCC(=O)O)(=O)O.CC=CC methyl propylene succinate